4-(4-(2-aminopropane-2-yl)phenyl)phthalazin-1(2H)-one hydrochloride Cl.NC(C)(C)C1=CC=C(C=C1)C1=NNC(C2=CC=CC=C12)=O